C(C1=CC=CC=C1)N1N=CC(=C1)NC(=O)[C@@H]1CN(CC1)C#N (S)-N-(1-benzyl-1H-pyrazol-4-yl)-1-cyanopyrrolidine-3-carboxamide